[Al].[Al].OCCOC1=CC(=CC=C1)OCCO m-bis(2-hydroxyethoxy)benzene Aluminum-aluminum